NC=1C(=C(C=C2C=C(N=CC12)NC1=NN2CC(N(CCC2=C1)[C@@H](COC)C)=O)C=1C=NC=C(C1C)N)F |r| (+/-)-2-((8-amino-6-(5-amino-4-methylpyridin-3-yl)-7-fluoroisoquinolin-3-yl)amino)-6-(1-methoxypropan-2-yl)-5,6-dihydro-4H-pyrazolo[1,5-d][1,4]diazepin-7(8H)-one